2-[2-[4-(benzyloxy)butoxy]ethoxy]ethan-1-ol C(C1=CC=CC=C1)OCCCCOCCOCCO